6-[amino(methyl)amino]-9-[3-(methoxymethyl)cyclobutyl]-7H-purin-8-one NN(C1=C2NC(N(C2=NC=N1)C1CC(C1)COC)=O)C